2,2-dimethyltetrahydrofuro[3,4-d][1,3]dioxole-4-carboxamide CC1(OC2C(O1)COC2C(=O)N)C